(S)-N-methyl-N-(2-(7-ethyl-7-hydroxy-8,11-dioxo-7,8,11,13-tetrahydro-10H-[1,3]dioxolano[4,5-g]pyrano[3',4':6,7]indolizino[1,2-b]quinolin-14-yl)ethyl)-2-hydroxyacetamide CN(C(CO)=O)CCC1=C2C(=NC=3C=C4C(=CC13)OCO4)C4=CC1=C(C(N4C2)=O)COC([C@]1(O)CC)=O